C(C)(C)(C)N[C@@H]1CN(CC1)C=1N=NC(=CN1)C1=NC=C(C=C1OCOC)Cl (S)-N-(tert-butyl)-1-(6-(5-chloro-3-(methoxymethyloxy)pyridin-2-yl)-1,2,4-triazin-3-yl)pyrrolidin-3-amine